C(C#C)OCCCC=1C=C(C(=CC1)C(=O)OC)C(=O)OC 1,2-dimethyl 4-[3-(prop-2-yn-1-yloxy)propyl]benzene-1,2-dicarboxylate